CC1(OB(OC1(C)C)C1=CC=C(C=C1)CCCN)C 3-(4-(4,4,5,5-tetramethyl-1,3,2-dioxaborolan-2-yl)phenyl)propan-1-amine